FC1=C2C=CC(=NC2=CC(=C1OC)OC)C#N 5-fluoro-6,7-dimethoxyquinoline-2-carbonitrile